C1(CCCC1)S(=O)(=O)C=1C=C(C=CC1)NC(C1=C(N=C(C=C1)NC(C)(C(C)(C)O)C)N1CCC2(CC2)CC1)=O N-(3-(cyclopentylsulfonyl)phenyl)-6-((3-hydroxy-2,3-dimethylbutan-2-yl)amino)-2-(6-azaspiro[2.5]octan-6-yl)nicotinamide